[Br-].OC1=C(C=CC(=C1)C(F)(F)F)C(C[N+]1=CN(C2=C1C=C(C=C2)[N+](=O)[O-])C)=O 3-(2-(2-hydroxy-4-(trifluoromethyl)phenyl)-2-oxoethyl)-1-methyl-5-nitro-1H-benzo[d]imidazol-3-ium bromide